2-chloro-N-(2-cyano-5-((((S)-oxetan-2-yl)methyl)amino)pyridin-4-yl)propanamide ClC(C(=O)NC1=CC(=NC=C1NC[C@H]1OCC1)C#N)C